C(C)(C)(C)C1=C(C=C(C=C1)OC)OC 1-(tert-butyl)-2,4-dimethoxybenzene